2-cyano-5-dimethylamino-2,4-pentadienedicarboxamide acetate C(C)(=O)O.C(#N)C(CC(=O)N)=CC=C(C(=O)N)N(C)C